tert-butyl (N-(4-(4-oxo-3-phenyl-3,4-dihydrophthalazin-1-yl)benzyl)sulfamoyl)carbamate O=C1N(N=C(C2=CC=CC=C12)C1=CC=C(CNS(=O)(=O)NC(OC(C)(C)C)=O)C=C1)C1=CC=CC=C1